NN(N)CCC N,N-diaminoaminopropane